N1(CCNCC1)C(=O)N1CCN(CC1)C(=O)OC(C)(C)C tert-Butyl 4-(piperazine-1-carbonyl)piperazine-1-carboxylate